(1r,4r)-4-((5-(4-(1,3-dioxolan-2-yl)pyridin-2-yl)-2-(methylthio)pyrimidin-4-yl)amino)cyclohexan-1-ol O1C(OCC1)C1=CC(=NC=C1)C=1C(=NC(=NC1)SC)NC1CCC(CC1)O